4-(4-fluorophenyl)-5-(furan-2-yl)-2,4-dihydro-3H-1,2,4-triazole-3-thion FC1=CC=C(C=C1)N1C(NN=C1C=1OC=CC1)=S